BrC=1C=CC=2N(C1)C=C(N2)CNC(=O)C=2N=C1N(C(C2)=O)C=CC=C1 N-({6-bromoimidazo[1,2-a]pyridin-2-yl}methyl)-4-oxo-4H-pyrido[1,2-a]pyrimidine-2-carboxamide